FC(C(=O)O)(F)F.N[C@@H](C(=O)N1[C@@H](CCCC1)C(=O)OC)CC1=CC=C(C=C1)Cl methyl (S)-1-((R)-2-amino-3-(4-chlorophenyl)propanoyl)piperidine-2-carboxylate 2,2,2-trifluoroacetate